tert-Butyl 4-(3-hydroxyphenyl)piperidine-1-carboxylate OC=1C=C(C=CC1)C1CCN(CC1)C(=O)OC(C)(C)C